CC=1N=C(SC1C)C(NC(=O)C=1C(=NN(C1)C)C(F)(F)F)C1=CC=C(C=C1)C N-((4,5-dimethylthiazol-2-yl)(p-tolyl)methyl)-1-methyl-3-(trifluoromethyl)-1H-pyrazole-4-carboxamide